[SH3+].[Fe+2].[Zn+2] zinc-iron sulfonium